(4-(bis(4H-benzo[d][1,3]dioxin-6-yl)methyl)piperazin-1-yl)(1H-indazol-1-yl)methanone O1COCC2=C1C=CC(=C2)C(N2CCN(CC2)C(=O)N2N=CC1=CC=CC=C21)C2=CC1=C(OCOC1)C=C2